CN1CCC2(C(N(C(N2C2=CC=C(C=C2)C)=S)C2=CC(=C(C#N)C=C2)C(F)(F)F)=O)CC1 4-(8-methyl-4-oxo-2-thioxo-1-(4-methylphenyl)-1,3,8-triazaspiro[4.5]dec-3-yl)-2-trifluoromethyl-benzonitrile